C1(CC1)C(CCC1=CC=CC=C1)=O 1-cyclopropyl-3-phenyl-1-propanone